C(C)OC(=O)C1=NC(=NC(=C1N)NC1CCCC1)C1=CC=C(C=C1)C 5-amino-6-(cyclopentylamino)-2-(p-tolyl)pyrimidine-4-carboxylic acid ethyl ester